1-(6-(2-hydroxyethoxy)-4-methylpyridin-3-yl)-1H-benzo[d]imidazol-2(3H)-one OCCOC1=CC(=C(C=N1)N1C(NC2=C1C=CC=C2)=O)C